trimethyl(2,3,4,5-tetramethyl-2,4-cyclopentadien-1-yl)silane C[Si](C1C(=C(C(=C1C)C)C)C)(C)C